8-[6-[[tert-butyl(dimethyl)silyl]oxymethyl]-3-pyridyl]-5-[(5-fluoro-2,3-dihydrobenzofuran-4-yl)methylamino]imidazo[1,2-c]pyrimidine-2-carbonitrile [Si](C)(C)(C(C)(C)C)OCC1=CC=C(C=N1)C=1C=2N(C(=NC1)NCC1=C(C=CC3=C1CCO3)F)C=C(N2)C#N